FC1=C(C(=CC=C1)C(F)(F)F)NC(=O)N 1-(2-fluoro-6-trifluoromethylphenyl)urea